C(C)(C)N1CCN(CC1)CCNC=1C=NC2=CC=C(N=C2C1)C=1N=CNC1C1=NC(=CC=C1)C N-[2-(4-isopropylpiperazin-1-yl)ethyl]-6-[5-(6-methyl-2-pyridyl)-1H-imidazol-4-yl]-1,5-naphthyridin-3-amine